OC=1C=C(C=CC1O)CCNC(C=C(C)C)=O N-(2-(3,4-dihydroxyphenyl)ethyl)-3-methyl-2-butenamide